7-((trans)-4-((S)-3,4-dimethylpiperazin-1-yl)cyclohexyl)-5-(4-phenoxyphenyl)-7H-pyrrolo[2,3-d]pyrimidin-4-amine C[C@H]1CN(CCN1C)[C@@H]1CC[C@H](CC1)N1C=C(C2=C1N=CN=C2N)C2=CC=C(C=C2)OC2=CC=CC=C2